P(=O)(O)(O)CC(=O)OCCCCCOC(C=C)=O acryloxypentyl phosphonoacetate